(1S,2S,3S,6R)-6-((3-cyclohexylpropyl)amino)-4-((difluoromethoxy)methyl)cyclohex-4-ene-1,2,3-triol C1(CCCCC1)CCCN[C@@H]1C=C([C@@H]([C@@H]([C@H]1O)O)O)COC(F)F